NC1=C2C(=NC=N1)N(N=C2C2=C(C(=C(C=C2)OC)F)F)C(C)C2=NC1=CC=CC(=C1C(N2N2CC(NCC2)(C)C)=O)Cl 2-(1-(4-amino-3-(2,3-difluoro-4-methoxyphenyl)-1H-pyrazolo[3,4-d]pyrimidin-1-yl)ethyl)-5-chloro-3-(3,3-dimethylpiperazin-1-yl)quinazolin-4(3H)-one